(S)-4-(6-((1-(6-(4-fluoro-1H-pyrazol-1-yl)pyridin-3-yl)ethyl)(methyl)amino)pyridine-3-yl)-6-(methylamino)pyrazolo[1,5-a]pyridine-3-carbonitrile FC=1C=NN(C1)C1=CC=C(C=N1)[C@H](C)N(C1=CC=C(C=N1)C=1C=2N(C=C(C1)NC)N=CC2C#N)C